C1(=CC=CC2=CC=CC=C12)C1=C2C=CC=CC2=C(C2=CC=CC=C12)B(O)O 10-(1-naphthyl)-9-anthraceneboronic acid